2-Bromo-4-fluoro-1-(methylthio)benzene BrC1=C(C=CC(=C1)F)SC